methylpiperidone hydrochloride salt Cl.CN1C(CCCC1)=O